2-(4-methoxyphenyl)-3-(5-methylthiazol-4-yl)-1H-inden-1-one COC1=CC=C(C=C1)C=1C(C2=CC=CC=C2C1C=1N=CSC1C)=O